spiro[1,3-dioxane-2,9-thioxanthene] C1=CC=CC=2SC3=CC=CC=C3C3(C12)OCCCO3